C1(CCC2=CC=CC=C12)C=1NC(=NN1)C(=O)N[C@@H]1C(NC2=C(OC1)C=CC=N2)=O 5-(2,3-dihydro-1H-inden-1-yl)-N-((S)-4-oxo-2,3,4,5-tetrahydropyrido[3,2-b][1,4]oxazepin-3-yl)-4H-1,2,4-triazole-3-carboxamide